FC(COCCN)F 2-(2,2-difluoroethoxy)ethan-1-amine